FC(OC1=NC2=CC(=CC(=C2N=C1)C=1SC2=C(N1)C(=CC1=C2OC(CO1)CNC([O-])=O)F)C)F ((2-(2-(difluoromethoxy)-7-methylquinoxalin-5-yl)-4-fluoro-7,8-dihydro-[1,4]dioxino[2',3':3,4]benzo[1,2-d]thiazol-8-yl)methyl)carbamate